4'-methoxy-3-(1-(pyridin-3-ylmethyl)-1H-pyrazol-3-yl)-[1,1'-biphenyl]-4-amine COC1=CC=C(C=C1)C1=CC(=C(C=C1)N)C1=NN(C=C1)CC=1C=NC=CC1